6,8-dichloro-3-methyl-pyrido[3,4-d]triazin-4-one ClC1=CC2=C(N=NN(C2=O)C)C(=N1)Cl